3-(hydroxymethyl)-4-(4-nitrophenyl)piperazine-1-carboxylic acid tert-butyl ester C(C)(C)(C)OC(=O)N1CC(N(CC1)C1=CC=C(C=C1)[N+](=O)[O-])CO